ClC1=C(N=C(S1)N1CCOCC1)CO (5-chloro-2-morpholinothiazol-4-yl)methanol